4-amino-N,1-dimethyl-N-((1R)-5-(1-methyl-1H-pyrazol-4-yl)-2,3-dihydro-1H-inden-1-yl)-1H-pyrazolo[4,3-c]quinoline-8-carboxamide NC1=NC=2C=CC(=CC2C2=C1C=NN2C)C(=O)N([C@@H]2CCC1=CC(=CC=C21)C=2C=NN(C2)C)C